C1(CC1)S(=O)(=O)NC1=NC=CC(=N1)C(C(=O)NC1=NC=C(C=C1)C1=NC(=CN=C1)OCC)(CC)C 2-(2-(cyclopropanesulfonamido)pyrimidin-4-yl)-N-(5-(6-ethoxypyrazin-2-yl)pyridin-2-yl)-2-methylbutanamide